tetramethylenebis-biguanide N(C(=N)NC(=N)N)CCCCNC(=N)NC(=N)N